CC1=NC2=C(N1)C=C(C=C2C(=O)O)C2=C(C(=C(C(=C2F)F)C2=C(C=CC=C2)CN2CCSCC2)F)F 2-methyl-6-(2,3,5,6-tetrafluoro-2'-(thiomorpholinomethyl)-[1,1'-biphenyl]-4-yl)-1H-benzo[d]imidazole-4-carboxylic acid